N-(5-(2-chloroacetamido)-2-methylpyridin-3-yl)-2-(6,7-dihydro-4H-pyrazolo[5,1-c][1,4]oxazin-3-yl)pyrazolo[5,1-b]thiazole-7-carboxamide ClCC(=O)NC=1C=C(C(=NC1)C)NC(=O)C=1C=NN2C1SC(=C2)C=2C=NN1C2COCC1